2-{2-ethoxy-5-[(4-ethylpiperazin-1-yl)sulfonyl]phenyl}-7-(1-hydroxypropyl)-5-methylimidazo[5,1-f][1,2,4]triazin-4(3H)-one C(C)OC1=C(C=C(C=C1)S(=O)(=O)N1CCN(CC1)CC)C1=NN2C(C(N1)=O)=C(N=C2C(CC)O)C